FC=1C=C2C=CC(=CC2=CC1)O 6-fluoronaphthalene-2-ol